tert-butyl N-methyl-N-(2-methylpyrrolidin-3-yl)carbamate CN(C(OC(C)(C)C)=O)C1C(NCC1)C